(R)-N-(8-fluoro-6-oxo-1,4,5,6-tetrahydro-2H-pyrano[3,4-c]isoquinolin-1-yl)-N-methyl-4H-thieno[3,2-b]pyrrole-5-carboxamide FC=1C=CC=2C3=C(NC(C2C1)=O)COC[C@@H]3N(C(=O)C3=CC1=C(N3)C=CS1)C